β-ethyl-δ-valerolactone C(C)C1CC(=O)OCC1